Cl.COCC1(CNC1)C 3-(methoxymethyl)-3-Methylazetidine hydrochloride